BrC=1C=CC(=NC1C)O 5-bromo-6-methyl-pyridin-2-ol